C1(=CC(=CC=C1)C1=CC=NC2=CC=C(C=C12)C(=O)N1CCOCC1)C1=CC=CC=C1 4-([1,1'-biphenyl]-3-yl)-6-(morpholine-4-carbonyl)quinolin